ethyl 5-(((1R)-1-(2-(((tert-butoxycarbonyl)amino)methyl)-5-fluoro-2-(methoxymethyl)-2,3-dihydrobenzofuran-7-yl)ethyl)amino)pyrazolo[1,5-a]pyrimidine-3-carboxylate C(C)(C)(C)OC(=O)NCC1(OC2=C(C1)C=C(C=C2[C@@H](C)NC2=NC=1N(C=C2)N=CC1C(=O)OCC)F)COC